5-(4-cyclopropylphenyl)-3-(ethanesulfonyl)-N-[2-hydroxy-5-(trifluoromethyl)pyridin-3-yl]pyridine-2-carboxamide C1(CC1)C1=CC=C(C=C1)C=1C=C(C(=NC1)C(=O)NC=1C(=NC=C(C1)C(F)(F)F)O)S(=O)(=O)CC